(S)-2-((1s,3R)-3-methylcyclobutane-1-carboxamido)-4-((2-phenoxyethyl)(4-(5,6,7,8-tetrahydro-1,8-naphthyridin-2-yl)butyl)amino)butanoic acid CC1CC(C1)C(=O)N[C@H](C(=O)O)CCN(CCCCC1=NC=2NCCCC2C=C1)CCOC1=CC=CC=C1